N-(8'-bromo-4'H-spiro[cyclopropane-1,5'-naphtho[2,1-d]isoxazol]-3'-yl)-5-ethyl-2-methoxybenzenesulfonamide BrC1=CC=C2C3(CC=4C(=NOC4C2=C1)NS(=O)(=O)C1=C(C=CC(=C1)CC)OC)CC3